N-(5-Bromopyridin-2-yl)-4-methylpiperazine-1-carboxamide BrC=1C=CC(=NC1)NC(=O)N1CCN(CC1)C